COCCC=1C=C2C(=NC1)NC(N2)=O 6-(2-methoxyethyl)-3H-imidazo[4,5-b]pyridin-2-one